(5-FLUORO-2-([(2-METHYLPHENYL)SULFANYL]METHYL)PHENYL)BORANEDIOL FC=1C=CC(=C(C1)B(O)O)CSC1=C(C=CC=C1)C